1-(4-(tert-butyl)phenyl)-N-methyl-3-(1-methyl-1H-imidazol-4-yl)-1H-indole-5-sulfonamide C(C)(C)(C)C1=CC=C(C=C1)N1C=C(C2=CC(=CC=C12)S(=O)(=O)NC)C=1N=CN(C1)C